C(C=C)N(C(C(F)(F)Br)=O)C1=CC=C(C=C1)OCC1=CC=CC=C1 N-allyl-N-(4-(benzyloxy)phenyl)-2-bromo-2,2-difluoroacetamide